(E)-4-(dimethylamino)-1-(3-(5-(4-methylpiperazin-1-yl)thiophene-2-carbonyl)-3,6-diazabicyclo[3.1.1]heptan-6-yl)but-2-en-1-one CN(C/C=C/C(=O)N1C2CN(CC1C2)C(=O)C=2SC(=CC2)N2CCN(CC2)C)C